(cyclobutanesulfonamido)pyrimidin C1(CCC1)S(=O)(=O)NC1=NC=CC=N1